(4-((6-amino-4-(furan-2-yl)-1H-pyrazolo[3,4-d]pyrimidin-1-yl)methyl)phenyl)-N-hydroxyacrylamide NC1=NC(=C2C(=N1)N(N=C2)CC2=CC=C(C=C2)C(C(=O)NO)=C)C=2OC=CC2